(2-amino-3-(3-((6-((3-chlorobenzyl)oxy)pyridin-3-yl)methyl)isoxazol-5-yl)pyridin-1-ium-1-yl)methyl hydrogen phosphate P(=O)(OC[N+]1=C(C(=CC=C1)C1=CC(=NO1)CC=1C=NC(=CC1)OCC1=CC(=CC=C1)Cl)N)(O)[O-]